(2R,5S)-2-(1-(4-bromophenyl)-3-(6-fluoropyridin-3-yl)-1H-pyrazole-4-yl)-5-methyl-3-(2-(2-oxoindolin-5-yl)ethyl)oxazolidin-4-one BrC1=CC=C(C=C1)N1N=C(C(=C1)[C@H]1O[C@H](C(N1CCC=1C=C2CC(NC2=CC1)=O)=O)C)C=1C=NC(=CC1)F